N-((7-oxooctahydro-4,8-methanopyrido[2,1-c][1,4]oxazin-6-yl)methyl)-methanesulfonamide O=C1C2CC3COCC(N3C1CNS(=O)(=O)C)C2